FC(C=1C=C(OC2=C(N)C=CC(=C2)OC)C=CC1)(F)F 2-(3-trifluoromethylphenoxy)-4-methoxyaniline